O=C1N(C(C2=C(N1)SC1=C2CCCC1)=O)C=1C=C2C=CN(C2=CC1)CCC(=O)N 3-(5-(2,4-dioxo-1,4,5,6,7,8-hexahydrobenzo[4,5]thieno[2,3-d]pyrimidin-3(2H)-yl)-1H-indol-1-yl)propanamide